3-[3-chloro-4-[2-chloro-3-(5-formyl-6-methoxy-2-pyridyl)phenyl]-2-pyridyl]quinoline-7-carbaldehyde ClC=1C(=NC=CC1C1=C(C(=CC=C1)C1=NC(=C(C=C1)C=O)OC)Cl)C=1C=NC2=CC(=CC=C2C1)C=O